C(C)(C)(C)N1N=C(C=C1NC1=C(C=C(C=C1)S(=O)(=O)N)F)C1CC(CC1)C1=NC=CC(=C1)C(C)(C)C 4-((1-(tert-butyl)-3-(3-(4-(tert-butyl)pyridin-2-yl)cyclopentyl)-1H-pyrazol-5-yl)amino)-3-fluorobenzenesulfonamide